ClC1=CC=C(C=C1)C1=NN(C[C@H]1C1=CC=CC=C1)C=1NC(N(N1)C)=O 5-[(4R)-3-(4-chlorophenyl)-4-phenyl-4,5-dihydropyrazol-1-yl]-2-methyl-4H-1,2,4-triazol-3-one